N-isopropyl-1-(o-tolyl)-N-(o-tolyl(4-(tributylsilyl)phenyl)phosphaneyl)-1-(4-(tributylsilyl)phenyl)phosphanamine C(C)(C)N(P(C1=CC=C(C=C1)[Si](CCCC)(CCCC)CCCC)C1=C(C=CC=C1)C)P(C1=CC=C(C=C1)[Si](CCCC)(CCCC)CCCC)C1=C(C=CC=C1)C